trans-4-(((trans-4-(3-Cyano-4-methoxyphenyl)cyclohexyl)methyl)(4-(1-isopropyl-1H-pyrazol-4-yl)pyridin-2-yl)carbamoyl)cyclohexyl azetidine-1-carboxylate N1(CCC1)C(=O)O[C@@H]1CC[C@H](CC1)C(N(C1=NC=CC(=C1)C=1C=NN(C1)C(C)C)C[C@@H]1CC[C@H](CC1)C1=CC(=C(C=C1)OC)C#N)=O